FC1=C2C=C(NC2=C(C(=C1)F)F)C(=O)N[C@@H](CC(C)C)C(=O)O N-(4,6,7-trifluoro-1H-indole-2-carbonyl)-L-leucine